C(#C)C=1C(=CC=C2C=CC=C(C12)C1=C(C=2N=C(N=C(C2C=N1)N1C[C@H]2CC[C@@H](C1)N2C(C=C)=O)OC[C@H]2N(CCC2)C)F)F 1-((1R,5S)-3-(7-(8-ethynyl-7-fluoronaphthalen-1-yl)-8-fluoro-2-(((S)-1-methylpyrrolidin-2-yl)methoxy)pyrido[4,3-d]pyrimidin-4-yl)-3,8-diazabicyclo[3.2.1]octan-8-yl)prop-2-en-1-one